7-bromo-1-methoxy-1,2-dihydroisoquinoline BrC1=CC=C2C=CNC(C2=C1)OC